4-(3-(4-fluorophenyl)-1-((2-(trimethylsilyl)ethoxy)methyl)-1H-pyrazol-4-yl)-6-phenylfuro[2,3-d]pyrimidine FC1=CC=C(C=C1)C1=NN(C=C1C=1C2=C(N=CN1)OC(=C2)C2=CC=CC=C2)COCC[Si](C)(C)C